CC=1C(N(C=CC1)C=1C=NC(=CC1)N[C@H]1C[C@@H](CC1)NC=1N=NC(=CN1)C)=O |o1:14,16| rel-3-Methyl-6'-(((1R,3R)-3-((6-methyl-1,2,4-triazin-3-yl)amino)cyclopentyl)amino)-2H-[1,3'-bipyridin]-2-one